ClC1=C(C=C(OCC(=O)NC23[C@H](CC(CC2)(CC3)NC(=O)[C@@H]3OC2=C(CC3)C=C(C=C2)F)O)C=C1)F (2R)-N-{(3S)-4-[2-(4-chloro-3-fluorophenoxy)acetamido]-3-hydroxybicyclo[2.2.2]octan-1-yl}-6-fluoro-3,4-dihydro-2H-1-benzopyran-2-carboxamide